C(C)(C)(C)[Si](OC)(OC)C(C)(C)C di-tert-butyldimethoxysilane